5,12-dimethyl-1,5,8,12-tetraazabicyclo[6.6.2]hexadecane manganese (II) hexafluorophosphate F[P-](F)(F)(F)(F)F.[Mn+2].CN1CCCN2CCN(CCCN(CC1)CC2)C.F[P-](F)(F)(F)(F)F